CC1(OC2=C(C1)C=CC=C2O)C 2,3-dihydro-2,2-dimethyl-7-benzofuranol